1,3,4,9-tetrahydro-2H-pyridino[3,4-b]indole-2,3-dicarboxylic acid C1N(C(CC2=C1NC1=CC=CC=C21)C(=O)O)C(=O)O